Cl.ClCC=1C=NN(C1)CCS(=O)(=O)C 4-(chloromethyl)-1-(2-methylsulfonylethyl)pyrazole hydrochloride